(S,E)-methyl 7-(1-(2-((1S,2R,4R)-bicyclo[2.2.1]heptan-2-ylamino)-2-oxoethyl)-2-oxo-1,2-dihydropyridin-3-ylamino)-6-(1-methyl-1H-1,2,3-triazole-5-carboxamido)-7-oxohept-2-enoate [C@H]12[C@@H](C[C@H](CC1)C2)NC(CN2C(C(=CC=C2)NC([C@H](CC/C=C/C(=O)OC)NC(=O)C2=CN=NN2C)=O)=O)=O